C(C1=CC=CC=C1)OC=1C(=C(C(=CC1)C)C1=CC(=NC2=C1N=CN(C2=O)C(C)C2=CC=C(C=C2)OC)Cl)C 8-(3-(Benzyloxy)-2,6-dimethylphenyl)-6-chloro-3-(1-(4-methoxyphenyl)ethyl)pyrido[3,2-d]pyrimidin-4(3H)-one